C1=CC=C(C=C1)C2=CC=C(C=C2)N The molecule is an aminobiphenyl that is biphenyl substituted by an amino group at position 4. It has a role as a carcinogenic agent. It derives from a hydride of a biphenyl.